2-((2S)-4-(4-(2,6-dioxopiperidin-3-yl)-3,5-difluorophenyl)-2-methylpiperazin-1-yl)pyrimidine-5-carbaldehyde O=C1NC(CCC1C1=C(C=C(C=C1F)N1C[C@@H](N(CC1)C1=NC=C(C=N1)C=O)C)F)=O